N[C@@H]1[C@@H](OCC12CCN(CC2)C2=NC=C(C(N2C)=O)SC2=C(C1=CN(N=C1C=C2)C)Cl)C 2-((3S,4S)-4-amino-3-methyl-2-oxa-8-azaspiro[4.5]decan-8-yl)-5-((4-chloro-2-methyl-2H-indazole-5-yl)thio)-3-methylpyrimidin-4(3H)-one